COC=1C=C(C=C2C1OCO2)CN(CC2=CC=C(C=C2)CNCC2=NC=CC=C2)C2CCCCC=1C2=NC=CC1 N-[(3-methoxy-4,5-methylenedioxyphenyl)methyl]-N'-(2-pyridinylmethyl)-N-(6,7,8,9-tetrahydro-5H-cyclohepta[b]pyridin-9-yl)-1,4-benzenedimethanamine